NCCCC[C@@H](C(=O)N[C@H](C(=O)N[C@H](C(=O)N[C@@H](C(=O)N)CCCCN)C)C)NC(CCCCCCCCCCCCCCC)=O N-((S)-6-amino-1-(((S)-1-(((S)-1-(((R)-1,6-diamino-1-oxohexan-2-yl)amino)-1-oxopropan-2-yl)amino)-1-oxopropan-2-yl)amino)-1-oxohexan-2-yl)palmitamide